TRANS-TERT-BUTYL (4-FORMYLCYCLOHEXYL)METHYLCARBAMATE C(=O)[C@@H]1CC[C@H](CC1)CNC(OC(C)(C)C)=O